N-benzyl-1-(6-phenylimidazo[1,5-a]pyridin-5-yl)methylamine C(C1=CC=CC=C1)NCC1=C(C=CC=2N1C=NC2)C2=CC=CC=C2